spiro[1H-pyrrolo[2,3-b]pyridine-3,6'-5,7-dihydrocyclopenta[b]pyridine]-3'-carboxylic acid hydrochloride Cl.N1=C2C(=CC(=C1)C(=O)O)CC1(C2)CNC2=NC=CC=C21